(2R,3R,4S,5R,6R)-4-(4-(4-bromo-2,3-difluorophenyl)-1H-1,2,3-triazol-1-yl)-2-(hydroxymethyl)-5-methoxy-6-((1-(1-methylcyclobutyl)-1H-1,2,3-triazol-4-yl)methyl)tetrahydro-2H-pyran-3-ol BrC1=C(C(=C(C=C1)C=1N=NN(C1)[C@H]1[C@H]([C@H](O[C@@H]([C@@H]1OC)CC=1N=NN(C1)C1(CCC1)C)CO)O)F)F